methyl 5-bromo-4-methylpicolinate BrC=1C(=CC(=NC1)C(=O)OC)C